(-)-α-methoxy-menthyl-acetic acid COC(C(=O)O)C1CC(CCC1C(C)C)C